N-(2-(benzylamino)-2-(1-methyl-1H-indol-3-yl)ethyl)-1H-indole-6-sulfonamide C(C1=CC=CC=C1)NC(CNS(=O)(=O)C1=CC=C2C=CNC2=C1)C1=CN(C2=CC=CC=C12)C